N1(CCCC1)C(=O)[C@@H]1[C@@H](N(CCC1)C(=O)OCC1=CC=CC=C1)C(=O)OC(C)(C)C benzyl O2-tert-butyl (2R,3S)-3-(pyrrolidine-1-carbonyl)piperidine-1,2-dicarboxylate